2,3-dihydro-1,3-dioxo-2-(bicyclo[4.2.0]octa-1,3,5-trien-3-yl)-1H-isoindole-5-carboxylic acid O=C1N(C(C2=CC(=CC=C12)C(=O)O)=O)C=1C=C2CCC2=CC1